3-(2,2-dichloro-cyclopropyl)benzonitrile ClC1(C(C1)C=1C=C(C#N)C=CC1)Cl